O1CCN(CC1)C=1N=C(C2=C(N1)N(CC2)C=2C=NC=CC2)N2C(C=CC=C2)=O 1-(2-morpholino-7-(pyridin-3-yl)-6,7-dihydro-5H-pyrrolo[2,3-d]pyrimidin-4-yl)pyridin-2(1H)-one